BrC1=C(N(C=2N(C1=O)N=C(N2)C2=CC=CC=C2)CC(=O)NC2=C(C=C(C=C2)C(F)(F)F)Cl)CC 2-(6-bromo-5-ethyl-7-oxo-2-phenyl-[1,2,4]triazolo[1,5-a]pyrimidin-4(7H)-yl)-N-(2-chloro-4-(trifluoromethyl)phenyl)acetamide